(R)-tert-butyl 2-methyl-4-(2-(4-(2-(trifluoromethyl)benzoyl)-1H-pyrrol-2-yl)-1H-imidazo[4,5-c]pyridin-6-yl)piperazine-1-carboxylate C[C@H]1N(CCN(C1)C1=CC2=C(C=N1)N=C(N2)C=2NC=C(C2)C(C2=C(C=CC=C2)C(F)(F)F)=O)C(=O)OC(C)(C)C